(9R,13S)-13-[4-(5-chloro-1H-indol-7-yl)-6-oxo-1,6-dihydropyrimidin-1-yl]-3-(difluoromethyl)-9-methyl-3,4,7,15-tetraazatricyclo[12.3.1.02,6]Octadecan ClC=1C=C2C=CNC2=C(C1)C=1N=CN(C(C1)=O)[C@H]1CCC[C@H](CNC2CNN(C2C2CCNC1C2)C(F)F)C